CC1=CC=C(C=C1)CN1C(CCC1=O)C(=O)O 1-[(4-Methylphenyl)methyl]-5-oxopyrrolidine-2-carboxylic Acid